N-(4-cyclobutyl-3-(2-fluorophenyl)-1-methyl-1H-pyrazol-5-yl)-2-(1-(trifluoromethyl)cyclopropyl)acetamide C1(CCC1)C=1C(=NN(C1NC(CC1(CC1)C(F)(F)F)=O)C)C1=C(C=CC=C1)F